C1(CC1)\C=C/C=1C=CC(=NC1)NC([C@H](C)N1C[C@@H](C(CC1)(F)F)C1=CNC(C=C1)=O)=O (S)-N-(5-((Z)-2-cyclopropylvinyl)pyridin-2-yl)-2-((S)-4,4-difluoro-3-(6-oxo-1,6-dihydropyridin-3-yl)piperidin-1-yl)propanamide